CC1=C(C=CC=C1)N1CCCCCCC1 (2-methylphenyl)azocane